2-((6-(2-Methylbiphenyl-3-yl)imidazo[1,2-b]-[1,2,4]triazin-2-yl)methylamino)acetonitril CC1=C(C=CC=C1C=1N=C2N(N=C(C=N2)CNCC#N)C1)C1=CC=CC=C1